OCC=1N=C(SC1)NC(=O)C1=C(OC(=C1)C1=CC(=CC=C1)C(F)(F)F)C N-(4-(hydroxymethyl)thiazol-2-yl)-2-methyl-5-(3-(trifluoromethyl)phenyl)furan-3-carboxamide